1-(1-benzothiophen-3-yl)ethan-amine S1C=C(C2=C1C=CC=C2)C(C)N